1-(4-(4-fluorobenzyl)piperazin-1-yl)-3-(3,5-dimethyl-1-(3-methyl-[1,2,4]triazolo[4,3-b]pyridazin-6-yl)-1H-pyrazol-4-yl)propan-1-one FC1=CC=C(CN2CCN(CC2)C(CCC=2C(=NN(C2C)C=2C=CC=3N(N2)C(=NN3)C)C)=O)C=C1